FC=1C(=C(C=CC1F)[C@H]1[C@@H](O[C@]([C@H]1C)(C(F)(F)F)C)C(=O)OC)O methyl (2R,3S,4S,5R)-3-(3,4-difluoro-2-hydroxyphenyl)-4,5-dimethyl-5-(trifluoromethyl)tetrahydrofuran-2-carboxylate